C1(CCC(N1C1=C(C2=CC=C3C=CC=C4C=CC(=C1)C2=C43)CCCC(=O)O)=O)=O.C(CCC)(=O)O.C4=CC=C3C=CC2=CC=CC1=CC=C4C3=C21 pyrene butyrate succinimidyl-1-pyrenebutyrate